2-Methyl-octanal Methyl-(S)-3-(4-(benzyloxy)phenyl)-2-(2-(1-(2-methyl-2-phenylpropanoyl)piperidin-4-yl)acetamido)propanoate COC([C@H](CC1=CC=C(C=C1)OCC1=CC=CC=C1)NC(CC1CCN(CC1)C(C(C)(C1=CC=CC=C1)C)=O)=O)=O.CC(C=O)CCCCCC